(1R,4s)-4-(8-(2-chloro-4-cyano-6-fluorophenylamino)-2-((1S,3S)-3-hydroxycyclohexylamino)-9H-purin-9-yl)cyclohexanecarboxamide ClC1=C(C(=CC(=C1)C#N)F)NC=1N(C2=NC(=NC=C2N1)N[C@@H]1C[C@H](CCC1)O)C1CCC(CC1)C(=O)N